C(C1=CC=CC=C1)=C1N=C(OC1=O)C=CC1=CC(=C(C=C1)OC)OC 4-benzylidene-2-(3,4-dimethoxystyryl)oxazol-5(4H)-one